C(C)NC1(CCC2(CN(C(N2)=O)C2=C(C=C(C#N)C=C2)OC)CC1)C1=CC=CC=C1 4-(8-ethylamino-2-oxo-8-phenyl-1,3-diazaspiro[4.5]decan-3-yl)-3-methoxy-benzonitrile